[Na+].C[Si](C)(C)C(C(=O)[O-])C Trimethylsilylpropionic acid sodium salt